C(C)OC(=O)C=1N(C2=CC=CC=C2C1)OC(F)F (difluoromethoxy)-1H-indole-2-carboxylic acid ethyl ester